6-[5-(difluoromethyl)-1,3,4-oxadiazol-2-yl]-2-{[(2-fluoropyridin-4-yl)methyl](methyl)amino}-2,3-dihydro-1H-isoindol-1-one FC(C1=NN=C(O1)C1=CC=C2CN(C(C2=C1)=O)N(C)CC1=CC(=NC=C1)F)F